4-(2-hydroxy-3-(2-methyl-5-nitroimidazol-1-yl)propyl)morpholine-4-oxide OC(C[N+]1(CCOCC1)[O-])CN1C(=NC=C1[N+](=O)[O-])C